C(C)(C)(C)C1=C(C=C(C=C1)NC1=CC=C(CN(C(C(C)(C)C)=O)O)C=C1)F N-(4-((4-(tert-butyl)-3-fluorophenyl)amino)benzyl)-N-hydroxypivalamide